COCCOCOCCOC 2,5,7,10-Tetraoxaundecane